FC1(CN(CC1)CCNC(=O)C=1C=C(C(=NC1)C)C=1N2C(SC1C=1C=NN(C1)CCOC)=C(C=N2)C(=O)N)F (5-((2-(3,3-difluoropyrrolidin-1-yl)ethyl)carbamoyl)-2-methylpyridin-3-yl)-2-(1-(2-methoxyethyl)-1H-pyrazol-4-yl)pyrazolo[5,1-b]Thiazole-7-carboxamide